BrCC1=CC(=C(C=C1)C(F)(F)F)F 1-(bromomethyl)-3-fluoro-4-(trifluoromethyl)benzene